4-(4-(Azetidine-3-carbonyl)-3,4-dihydro-2H-pyrido[4,3-b][1,4]oxazin-8-yl)benzonitrile N1CC(C1)C(=O)N1C2=C(OCC1)C(=CN=C2)C2=CC=C(C#N)C=C2